5-(4-((7-Ethyl-6-oxo-5,6-dihydro-1,5-naphthyridin-3-yl)methyl)piperazin-1-yl)-N-(2-Methoxyethyl)pyridineamide C(C)C=1C(NC=2C=C(C=NC2C1)CN1CCN(CC1)C=1C=CC(=NC1)C(=O)NCCOC)=O